NCC1=CC(=C(N=N1)NC1C(NC(CC1)=O)=O)F 3-((6-(Aminomethyl)-4-fluoropyridazin-3-yl)amino)piperidine-2,6-dione